C[SH2+].CC(C([C@](N(C)C)(C(=O)[O-])C)(C)C)SC hexamethylmethionine methyl-sulfonium salt